ammonium (4-{3-[(4-chloro-2-fluorobenzyl)oxy]pyrazin-2-yl}piperidin-1-yl)acetate ClC1=CC(=C(COC=2C(=NC=CN2)C2CCN(CC2)CC(=O)[O-])C=C1)F.[NH4+]